CO[Si](OC)(OC)CC[Si](O[Si](C)(C)CC[Si](OC)(OC)OC)(C)C 1,3-bis(trimethoxysilylethyl)-1,1,3,3-tetramethyldisiloxane